CC=1N=C(C=2N(C1)C=C(N2)N)C 6,8-dimethylimidazo[1,2-a]pyrazin-2-amine